ClC1=C(C=2N=C(N=C(C2C(=N1)OCC[C@H]1[C@H]2CC[C@@H](CN1)N2C(=O)OC(C)(C)C)O)SC)F tert-butyl (1R,2S,5S)-2-(2-((7-chloro-8-fluoro-4-hydroxy-2-(methylthio) pyrido[4,3-d]pyrimidin-5-yl) oxy) ethyl)-3,8-diazabicyclo[3.2.1]octane-8-carboxylate